N-[3-chloro-4-[[rac-(1S,5R)-3-azabicyclo[3.1.0]hexan-6-yl]carbamoyl]phenyl]-1-methyl-5-[3-(trifluoromethyl)-1H-pyrazol-4-yl]imidazole-2-carboxamide ClC=1C=C(C=CC1C(NC1[C@H]2CNC[C@@H]12)=O)NC(=O)C=1N(C(=CN1)C=1C(=NNC1)C(F)(F)F)C |r|